β-alanine pyruvate C(C(=O)C)(=O)O.NCCC(=O)O